BrC=1C=C2C(=NC1)N=C(N2C)C2=CC=C(C=C2)S(=O)(=O)C 6-bromo-1-methyl-2-(4-(methylsulfonyl)phenyl)-1H-imidazo[4,5-b]pyridine